Acetylvanillin CC(=O)OC1=C(C=C(C=C1)C=O)OC